C(C)(C)(C)C1N(CCO[C@H]1CNC=1N=NC(=C(N1)C)Cl)C(=O)OCC1=CC2=C(N=C(O2)C)C=C1N (5-Amino-2-methylbenzo[d]oxazol-6-yl)methanol tert-butyl-(2S)-2-([(6-chloro-5-methyl-1,2,4-triazin-3-yl)amino]methyl)morpholine-4-carboxylate